COC1=C(C(=CC=C1OC)OC)C1=CC=C(C=C1)C(=O)O 2',3',6'-trimethoxy-[1,1'-biphenyl]-4-carboxylic acid